NC=1C=C(C=CC1)N1C(C=C(C2=C1N=C(N=C2)NC2=C(C=CC=C2)OC)C#C)=O 8-(3-aminophenyl)-5-ethynyl-2-((2-methoxyphenyl)amino)pyrido[2,3-d]pyrimidin-7(8H)-one